dibenzyl-ethoxypropoxysilane C(C1=CC=CC=C1)[SiH](OCCCOCC)CC1=CC=CC=C1